[2-(pyrrolidine-3-yl)ethyl]6alpha-hydroxymethyl-7alpha-hydroxyandrostane-17-one N1CC(CC1)CCC[C@@]12C(CC[C@H]1[C@@H]1[C@@H]([C@@H](C3CCCC[C@]3(C)[C@H]1CC2)CO)O)=O